(2-((5-ethoxy-2,3-dihydro-1H-inden-2-yl)amino)pyrimidin-5-yl)(6-oxa-1-azaspiro[3.3]hept-1-yl)methanone C(C)OC=1C=C2CC(CC2=CC1)NC1=NC=C(C=N1)C(=O)N1CCC12COC2